NC1=CC2=CN(N=C2C=C1OCC1CC1)C1CCC(CC1)CO ((1r,4r)-4-(5-amino-6-(cyclopropylmethoxy)-2H-indazol-2-yl)cyclohexyl)methanol